S1C(=NC2=C1C=CC=C2)C2=C(C=CC=1C=CC(OC12)=O)O 8-(benzo[D]thiazol-2-yl)-7-hydroxy-2H-benzopyran-2-one